Iodoethylacetat ICCOC(C)=O